Cl.C=1(C(=CC(=C(C1)N)N)N)N 1,2,4,5-benzenetetraamine hydrochloride